Benzyl (R)-(2-(3-aminopiperidin-1-yl)-[1,2,4]triazolo[1,5-a]pyridin-6-yl)carbamate N[C@H]1CN(CCC1)C1=NN2C(C=CC(=C2)NC(OCC2=CC=CC=C2)=O)=N1